5-bromo-N-hydroxy-1-methyl-2,3-dihydro-1H-indole-6-sulfonamide BrC=1C=C2CCN(C2=CC1S(=O)(=O)NO)C